O1C(CCCC1)N1N=CC(=C1)[C@@H]1CC[C@H](CC1)C(=O)NN Trans-4-[1-(tetrahydro-2H-pyran-2-yl)-1H-pyrazol-4-yl]cyclohexanecarbohydrazide